OC(CC1=C(C(=CC=C1)CN)CN)C 3-(2-hydroxypropyl)-o-xylene-α,α'-diamine